6-[(2,6-difluoro-4-pyridyl)amino]-N-[1-(4-fluorophenyl)cyclopropyl]-3-methoxy-pyridine-2-carboxamide FC1=NC(=CC(=C1)NC1=CC=C(C(=N1)C(=O)NC1(CC1)C1=CC=C(C=C1)F)OC)F